N-(2-methoxy-6-(4-methylpiperazin-1-yl)pyridin-3-yl)acrylamide COC1=NC(=CC=C1NC(C=C)=O)N1CCN(CC1)C